Isothiazolone S1(N=CC=C1)=O